C(C1=CC=CC=C1)OC1=NC(=CC=C1C1=NN(C2=C(C(=CC=C12)N1CCC(CC1)CN1CCC2(CCN(CC2)C(=O)OC(C)(C)C)CC1)F)C)OCC1=CC=CC=C1 tert-butyl 9-((1-(3-(2,6-bis(benzyloxy) pyridin-3-yl)-7-fluoro-1-methyl-1H-indazol-6-yl) piperidin-4-yl) methyl)-3,9-diazaspiro[5.5]undecane-3-carboxylate